FC1=C(C#N)C=CC(=C1)[C@@H]1[C@H](C1)B1OC(C(O1)(C)C)(C)C 2-fluoro-4-[(1S,2S)-2-(4,4,5,5-tetramethyl-1,3,2-dioxaborolan-2-yl)cyclopropyl]benzonitrile